NCC(=O)OC1=C2C(=CNC2=CC=C1)C[C@@H]1N(CCC1)C([2H])([2H])[2H] (R)-3-((1-(methyl-d3) pyrrolidin-2-yl) methyl)-1H-indol-4-yl glycinate